C(C)N1C(CC[C@@]2(C3C(CC=C12)C1CC[C@@H]([C@]1(C[C@]3(C)O)C)C(C)(C)O)C)=O (4aR,5S,6aS,7S)-1-ethyl-5-hydroxy-7-(2-hydroxypropan-2-yl)-4a,5,6a-trimethyl-1,3,4,4a,4b,5,6,6a,7,8,9,9a,9b,10-tetradecahydro-2H-indeno[5,4-f]-quinolin-2-one